2,3-diisopropyl-1,4-butanediol bis(diphenylphosphonite) C1(=CC=CC=C1)P(O)(O)C1=CC=CC=C1.C1(=CC=CC=C1)P(O)(O)C1=CC=CC=C1.C(C)(C)C(CO)C(CO)C(C)C